CC1(C2CN(CC12)C(=O)C1=CN(C(C2=CC(=C(C=C12)OC)OC)=O)C1=C2C=CN(C2=CC(=C1)F)C)C 4-(6,6-dimethyl-3-azabicyclo[3.1.0]hexane-3-carbonyl)-2-(6-fluoro-1-methyl-1H-indol-4-yl)-6,7-dimethoxyisoquinolin-1(2H)-one